FC1=C(C=CC(=C1)OC1=CC=NC=C1)NC(=O)NC=1N(N=C(C1)C(CO)(C)C)C1=CC=C(C=C1)C 1-[2-Fluoro-4-(pyridin-4-yloxy)-phenyl]-3-[5-(2-hydroxy-1,1-dimethyl-ethyl)-2-p-tolyl-2H-pyrazol-3-yl]-urea